OC1=C(C=CC=C1)C=1SC[C@@H](N1)[C@@H]1SC[C@@H](N1C)C(=O)O (2S,4S)-2-((R)-2-(2-hydroxyphenyl)-4,5-dihydrothiazol-4-yl)-3-methylthiazolidine-4-carboxylic acid